4-cyclohexanedimethanol diformate C(=O)OCC1CCC(CC1)COC=O